3-(2-(2-(ethyl(2-(4-((6-hydroxy-2-(4-(methylsulfonyl)phenyl)naphthalen-1-yl)oxy)phenoxy)ethyl Methyl)amino)ethoxy)ethoxy)benzoate C(C)N(CCOCCOC=1C=C(C(=O)[O-])C=CC1)CCCOC1=CC=C(C=C1)OC1=C(C=CC2=CC(=CC=C12)O)C1=CC=C(C=C1)S(=O)(=O)C